tert-butyl 1,1-dioxo-1λ6-thiomorpholine-4-carboxylate O=S1(CCN(CC1)C(=O)OC(C)(C)C)=O